(S)-4-(4-(methoxy-methyl)-2-((9-oxo-6a,7,8,9-tetrahydro-6H-pyrido[2,3-b]pyrrolo-[1,2-d][1,4]oxazin-2-yl)amino)pyrimidin-5-yl)-N,N-dimethyl-benzamide COCC1=NC(=NC=C1C1=CC=C(C(=O)N(C)C)C=C1)NC1=CC2=C(OC[C@H]3N2C(CC3)=O)N=C1